5-(3-fluoro-1-methyl-3-piperidyl)-1,2,4-oxadiazole FC1(CN(CCC1)C)C1=NC=NO1